ClC1=NC=CC(=C1)C=1C=C(C=CC1C)NC(C1=CC(=NC=C1)C(F)(F)F)=O N-(3-(2-chloropyridin-4-yl)-4-methylphenyl)-2-(trifluoromethyl)isonicotinamide